CC=1N=C(OC1C(C)C)C(C)C 4-methyl-2,5-diisopropyloxazole